4-(diethylaminomethyldimethylsilyl)styrene C(C)N(CC)C[Si](C1=CC=C(C=C)C=C1)(C)C